C(=O)=C1N(C(C2=CC=CC=C12)=C=O)CC1=CC=C(CP)C=C1 (4-((1,3-dicarbonylisoindolin-2-yl)methyl)benzyl)phosphine